(1R,3S,5R)-2-(2-(3-acetyl-5-(2-(hydroxymethyl)pyrimidin-5-yl)-1H-indazol-1-yl)acetyl)-N-(6-bromo-3-methylpyridin-2-yl)-5-methyl-2-azabicyclo[3.1.0]hexane-3-carboxamide C(C)(=O)C1=NN(C2=CC=C(C=C12)C=1C=NC(=NC1)CO)CC(=O)N1[C@@H]2C[C@@]2(C[C@H]1C(=O)NC1=NC(=CC=C1C)Br)C